2-BENZYLOXY-5-FLUOROPHENYLBORONIC ACID C(C1=CC=CC=C1)OC1=C(C=C(C=C1)F)B(O)O